8-bromo-2-(4-methoxypiperidin-1-yl)-N-[(5-phenyl-4H-1,2,4-triazol-3-yl)methyl]pyrazolo[1,5-a][1,3,5]triazin-4-amine BrC=1C=NN2C1N=C(N=C2NCC2=NN=C(N2)C2=CC=CC=C2)N2CCC(CC2)OC